FC(C1=C(CC2CC3(CN(C3)C(=O)C3CC(C3)(C)O)C2)C=CC(=C1)OC)F (6-(2-(Difluoromethyl)-4-methoxybenzyl)-2-azaspiro[3.3]heptan-2-yl)((1s,3s)-3-hydroxy-3-methylcyclobutyl)methanon